ClC1=C(N)C=CC(=C1)SC 2-chloro-4-(methylthio)aniline